C(C)(C)(C)C1=NC(=NC(=C1)Cl)N 4-tert-butyl-6-chloro-pyrimidin-2-amine